4-(3-methylsulfanyl-4-nitro-phenoxy)-1H-indazole CSC=1C=C(OC2=C3C=NNC3=CC=C2)C=CC1[N+](=O)[O-]